FC1=CC=C(C=C1)[C@H](C)NC1=CC(N(C(N1)=O)C(C)C)=O (S)-6-((1-(4-fluorophenyl)ethyl)amino)-3-isopropylpyrimidine-2,4(1h,3h)-dione